BrC=1C=NC(=C(C(=O)N)C1C)N1CCC(CCC1)(F)F 5-bromo-2-(4,4-difluoroazepan-1-yl)-4-methylnicotinamide